tert-butyl imidazole-5(1H)-carboxylate N1C=NC=C1C(=O)OC(C)(C)C